N-(benzo[d]thiazol-2-yl)-N-(tert-butoxycarbonyl)glycine S1C(=NC2=C1C=CC=C2)N(CC(=O)O)C(=O)OC(C)(C)C